C1CC(=O)N(C1=O)OC(=O)C2=C(C=CC(=C2)N=[N+]=[N-])[N+](=O)[O-] N-5-Azido-2-nitrobenzoyloxysuccinimide